tert-butyl (3S)-3-(1-cyclopentyl-5-(2-(trifluoromethyl) phenyl)-1H-pyrazole-3-carboxamido)-5-(3,3-difluoropiperidin-1-yl)-2-methylpentanoate C1(CCCC1)N1N=C(C=C1C1=C(C=CC=C1)C(F)(F)F)C(=O)N[C@H](C(C(=O)OC(C)(C)C)C)CCN1CC(CCC1)(F)F